tert-butyl ((1R,3s,5S)-8-(4-chlorobenzyl)-8-azabicyclo[3.2.1]-octan-3-yl)carbamate ClC1=CC=C(CN2[C@H]3CC(C[C@@H]2CC3)NC(OC(C)(C)C)=O)C=C1